N=1C=NN2C1C=C(C=C2)OC2=CC(=C(C=C2Cl)NC=2C1=C(N=CN2)C=CC(=N1)N1C2CN(CC1C2)C(C=C)=O)F 1-(6-(4-((4-([1,2,4]triazolo[1,5-a]pyridin-7-yloxy)-5-chloro-2-fluorophenyl)amino)pyrido[3,2-d]pyrimidin-6-yl)-3,6-diazabicyclo[3.1.1]heptan-3-yl)prop-2-en-1-one